C1(CC1)C1=NC=NC(=C1C1=NC=CC(=N1)OC(C(F)F)C1=CC=C(C=C1)C=1N(C=C(N1)C(F)(F)F)C)OC 4-cyclopropyl-5-[4-[2,2-difluoro-1-[4-[1-methyl-4-(trifluoromethyl)imidazol-2-yl]phenyl]ethoxy]pyrimidin-2-yl]-6-methoxy-pyrimidine